O.O.O.[Cu+2].[N+](=O)([O-])[O-].[N+](=O)([O-])[O-] Nitric acid copper salt trihydrate